3-azido-5-chloro-1-(4-methylbenzenesulfonyl)indoline N(=[N+]=[N-])C1CN(C2=CC=C(C=C12)Cl)S(=O)(=O)C1=CC=C(C=C1)C